FC(C1CN(C1)C1=CC2=C(N=C(N=C2N[C@H](C)C2=C(C(=CC=C2)C(F)F)F)C)C=N1)F 6-[3-(difluoromethyl)azetidin-1-yl]-N-{(1R)-1-[3-(difluoromethyl)-2-fluorophenyl]ethyl}-2-methylpyrido[3,4-d]pyrimidin-4-amine